OCC1=NC(=NC=C1)C1=CC=C(C=C1)S(=O)(C)=NC(OC(C)(C)C)=O tert-butyl [{4-[4-(hydroxymethyl)pyrimidin-2-yl]phenyl}(methyl)oxo-λ6-sulfanylidene]carbamate